N1(CCCCCC1)C(C(C1=CC=CC=C1)N1C=NC2=C(C1=O)C=NN2)=O 5-(2-(azepan-1-yl)-2-oxo-1-phenylethyl)-1,5-dihydro-4H-pyrazolo[3,4-d]pyrimidin-4-one